ethyl 5-(2-(tert-butoxycarbonyl)-1-methylhydrazine-1-carbonyl)-2-chloroisonicotinate C(C)(C)(C)OC(=O)NN(C(=O)C1=CN=C(C=C1C(=O)OCC)Cl)C